C1(CC1)C=1N=CC2=C(N1)N=C(C(=C2)C(=O)N(C)C)N2CCCC2 2-cyclopropyl-N,N-dimethyl-7-(pyrrolidin-1-yl)pyrido[2,3-d]pyrimidine-6-carboxamide